piperazin-1-yl-(pyridin-3-yl)methanone N1(CCNCC1)C(=O)C=1C=NC=CC1